N1=C(C=CC=2CCCNC12)CN1CC2(C1)CN(CC2)C/C=C/C(=O)OC Methyl (E)-4-(2-((5,6,7,8-tetrahydro-1,8-naphthyridin-2-yl)methyl)-2,6-diazaspiro[3.4]octan-6-yl)but-2-enoate